ClC1=NC=C2C(=CN=C(C2=C1)C(C)C)N1[C@@H]([C@H](C1)CS(=O)(=O)CC)C 7-chloro-4-[(2R,3S)-3-[(ethanesulfonyl)methyl]-2-methylazetidin-1-yl]-1-(propan-2-yl)-2,6-naphthyridine